1-[(8aS)-6-Chloro-5-(1H-indol-4-yl)-8a,9,11,12-tetrahydropyrazino[2',1':3,4][1,4]oxazepino[5,6,7-de]quinazolin-10(8H)-yl]prop-2-en-1-one ClC1=C2C3=C(N=CN=C3C=C1C1=C3C=CNC3=CC=C1)N1[C@H](CO2)CN(CC1)C(C=C)=O